CN(C1=NN2C(N(C(=C(C2=O)N2CCN(CC2)C2=NC=CC=C2O)CC)CC(=O)NC2=C(C=C(C=C2)C(F)(F)F)C)=N1)C 2-(2-(Dimethylamino)-5-ethyl-6-(4-(3-hydroxypyridyl)piperazin-1-yl)-7-oxo-[1,2,4]triazolo[1,5-a]pyrimidin-4(7H)-yl)-N-(2-methyl-4-(trifluoromethyl)phenyl)acetamide